trimethoxy(vinyl)silane vinyl-acetate (vinylacetate) C(=C)CC(=O)O.C(=C)CC(=O)O.CO[Si](C=C)(OC)OC